tert-butyl 3-(4-(1-methyl-1H-pyrazol-3-yl)-6-(3-oxocyclopentyl)pyridin-3-yl)pyrrolidine-1-carboxylate CN1N=C(C=C1)C1=C(C=NC(=C1)C1CC(CC1)=O)C1CN(CC1)C(=O)OC(C)(C)C